pentenyl-cyclobutyl-phosphinic acid C(=CCCC)P(O)(=O)C1CCC1